7,8-dichloro-6-(2,6-difluorophenyl)-4-methyl-1,4-dihydro-[1,2,4]triazolo[1,5-a][1]benzazepine-2-One ClC1=C(C=CC2=C1C(=CC(C=1N2NC(N1)=O)C)C1=C(C=CC=C1F)F)Cl